(S)-5-((4-((2-hydroxy-1-phenylethyl)amino)-5-(3,8-dioxa-1-azaspiro[4.5]dec-1-en-2-yl)pyridin-2-yl)amino)-3,3-dimethyl-[1,2]oxaborolo[4,3-b]pyridin-1(3H)-ol OC[C@H](C1=CC=CC=C1)NC1=CC(=NC=C1C1=NC2(CO1)CCOCC2)NC2=CC=C1C(=N2)C(OB1O)(C)C